ClC=1C=C2CCN(CC2=CC1)S(=O)(=O)N1CCCN(CCCN(C[C@@H](C1)C)S(=O)(=O)C1=CC=C(C=C1)N(C)C)C(=O)OCC1=CC=CC=C1 benzyl (S)-5-((6-chloro-3,4-dihydroisoquinolin-2(1H)-yl)sulfonyl)-9-((4-(dimethylamino)phenyl)sulfonyl)-7-methyl-1,5,9-triazacyclododecane-1-carboxylate